(S)-tert-butyl 4-(6,7-dichloro-1-(2-cyclopropyl-4-methylpyridin-3-yl)-2-oxo-1,2-dihydropyrido[2,3-d]pyrimidin-4-yl)-3-methylpiperazine-1-carboxylate ClC1=CC2=C(N(C(N=C2N2[C@H](CN(CC2)C(=O)OC(C)(C)C)C)=O)C=2C(=NC=CC2C)C2CC2)N=C1Cl